4-[cyclopropyl-[4-(5,6,7,8-tetrahydro-1,8-naphthyridin-2-yl)butyl]amino]-2-[(3,3-difluoropyrrolidine-1-carbonyl)amino]butanoic acid C1(CC1)N(CCC(C(=O)O)NC(=O)N1CC(CC1)(F)F)CCCCC1=NC=2NCCCC2C=C1